C1(CC1)C1=NC=2C(=CC=3C(NC(C3C2)=O)C2=C(NC3=CC=CC=C23)CN(C)C)N1 2-cyclopropyl-7-{2-[(dimethylamino)methyl]-1H-indol-3-yl}-1H,5H,6H,7H-imidazo[4,5-f]isoindol-5-one